ClC1=CC=C(C=C1)NC(CN1CC2=C(CC1)SC(=C2)C2=NOC(=N2)C(F)(F)F)=O N-(4-chlorophenyl)-2-(2-(5-(trifluoromethyl)-1,2,4-oxadiazol-3-yl)-6,7-dihydrothieno[3,2-c]pyridin-5(4H)-yl)acetamide